3-chloro-5-((4-methoxybenzyl)thio)-1-methylpyridin-2(1H)-one ClC=1C(N(C=C(C1)SCC1=CC=C(C=C1)OC)C)=O